3-[5-(2-chloroethyl)-1-oxo-isoindolin-2-yl]piperidine ClCCC=1C=C2CN(C(C2=CC1)=O)C1CNCCC1